4-Amino-1-beta-D-ribofuranosyl-s-triazin-2(1H)-one NC1=NC(N(C=N1)[C@H]1[C@H](O)[C@H](O)[C@H](O1)CO)=O